ClC=1C=C(C=C(C1)OC(F)(F)F)C1=CC(=CC=C1)[C@H](C(=O)N1CC2=C(N=C(NC2=O)C2(CC2)C2=CC=CC=C2)CC1)O (R)-6-(2-(3'-chloro-5'-(trifluoromethoxy)-[1,1'-biphenyl]-3-yl)-2-hydroxyacetyl)-2-(1-phenylcyclopropyl)-5,6,7,8-tetrahydropyrido[4,3-d]pyrimidin-4(3H)-one